3-(4-Fluorophenyl)-1-[4-(5-hydroxypyridin-2-yl)-piperazin-1-yl]-propan-1-one FC1=CC=C(C=C1)CCC(=O)N1CCN(CC1)C1=NC=C(C=C1)O